C1(=CC=CC=C1)P(=O)(C1=CC=CC=C1)C(C(=O)C=1SC=CC1)CP(=O)(C1=CC=CC=C1)C1=CC=CC=C1 2,3-bis(diphenyl-phosphoryl)-1-(thiophen-2-yl)propan-1-one